(S)-1-(Boc-amino)propan-2-ol C(=O)(OC(C)(C)C)NC[C@H](C)O